(6Z,9Z,28Z,31Z)-heptatriaconta-6,9,28,31-tetraen-19-yl-4-(dimethylamino)butanoate CCCCC\C=C/C\C=C/CCCCCCCCC(CCCCCCCC\C=C/C\C=C/CCCCC)OC(CCCN(C)C)=O